FC1=C(C=C(C=C1)C1=C2C(=NC=C1)N=CN2)C=2C(=NN(C2C)C)C 7-(4-fluoro-3-(1,3,5-trimethyl-1H-pyrazol-4-yl)phenyl)-1H-imidazo[4,5-b]pyridine